3-hydroxy-N-(1-(4-methoxyphenyl)-2-oxo-2-((4-((trimethylsilyl)methyl)phenyl)amino)ethyl)-N-methyl-1,2-oxazole-5-carboxamide OC1=NOC(=C1)C(=O)N(C)C(C(NC1=CC=C(C=C1)C[Si](C)(C)C)=O)C1=CC=C(C=C1)OC